N[C@H](C(=O)O)CC1=CC=C(C=2B(OCC21)O)O (S)-2-amino-3-(1,7-dihydroxy-1,3-dihydrobenzo[c][1,2]oxaborol-4-yl)propanoic acid